CN(NCC1=NN2C(C=C(C=C2)C(F)(F)F)=C1)C(=O)C1CC1 N-methyl-N'-((5-(trifluoromethyl)pyrazolo[1,5-a]pyridin-2-yl)methyl)cyclopropanecarbohydrazide